3,6-di-tert-butyl-9-ethylcarbazole C(C)(C)(C)C=1C=CC=2N(C3=CC=C(C=C3C2C1)C(C)(C)C)CC